C(=O)OC1C2(CCC(C1)C2(C)C)C 1,7,7-trimethylbicyclo[2.2.1]heptan-2-yl formate